C(C)OC(CCC=1C=C(C=CC1)C(C)(C(C[N+](=O)[O-])O)C1=CN=C(N1)C=1C=C(OC=2C(=C3C=CNC3=CC2F)CCCOCCC(=O)OCC2=CC=CC=C2)C=CC1F)=O Benzyl 3-(3-(5-(3-(5-(2-(3-(3-ethoxy-3-oxopropyl)phenyl)-3-hydroxy-4-nitrobutan-2-yl)-1H-imidazol-2-yl)-4-fluorophenoxy)-6-fluoro-1H-indol-4-yl)propoxy)propanoate